N1=C(C=CC=C1)C1=NC=CC=C1 Bipyridin-2-yl